ClC1=NC(=NC(=C1C)C1=C(C=CC=C1C)C)NS(=O)(=O)C=1C=C(C(=O)OC)C=CC1 Methyl 3-[[4-chloro-6-(2,6-dimethylphenyl)-5-methyl-pyrimidin-2-yl]sulfamoyl]benzoate